tert-butyl (2R,5S)-4-(2-(((tert-butyldimethylsilyl) oxy) methyl)-3,4-dimethyl-5-oxo-4,5-dihydro-3H-imidazo[4,5-b]pyridin-7-yl)-2,5-dimethylpiperazine-1-carboxylate [Si](C)(C)(C(C)(C)C)OCC1=NC2=C(N(C(C=C2N2C[C@H](N(C[C@@H]2C)C(=O)OC(C)(C)C)C)=O)C)N1C